O1CCC(CC1)OC(=O)C1=C(NC=2C[C@H](CC(C2[C@@H]1C1=C(C(=C(C=C1)F)O)F)=O)C1=C(C=CC=C1)OC)C (4S,7R)-4-(2,4-difluoro-3-hydroxyphenyl)-7-(2-methoxyphenyl)-2-methyl-5-oxo-1,4,5,6,7,8-hexahydroquinoline-3-carboxylic acid tetrahydro-2H-pyran-4-yl ester